C(C)(C)NC(O[C@H]1C[C@H](CC1)C=1NN=C(C1)NC(=O)C=1N(N=C(C1)C1=C(C(=CC=C1)O)C=O)C)=O (1R,3S)-3-{5-[5-(2-formyl-3-hydroxyphenyl)-2-methylpyrazole-3-amido]-2H-pyrazol-3-yl}cyclopentyl N-isopropylcarbamate